C1(=CC=CC=C1)C1=C(C(=CC=C1)C1=CC=CC=C1)C=1C(=NC(=CC1C1=C(C=CC=C1)C1=CC(=NC(=C1)C)C)C1=C(C=CC=C1C1=CC=CC=C1)C1=CC=CC=C1)N1C2=C(C3=CC=CC=C13)C=CN=C2 9-(3,6-di([1,1':3',1''-terphenyl]-2'-yl)-4-(2-(2,6-dimethylpyridin-4-yl)phenyl)pyridin-2-yl)-9H-pyrido[3,4-b]indole